bromo(methoxymethoxy)methane BrCOCOC